3-Bromo-1-((2-(trimethylsilyl)ethoxy)methyl)-1H-7-azaindole BrC1=CN(C2=NC=CC=C12)COCC[Si](C)(C)C